6-((1R,2R)-2-(5-Methyl-1,3,4-oxadiazol-2-yl)cyclobutyl)-4-oxo-1-((R)-1-(6-(trifluoromethyl)pyridin-3-yl)ethyl)-4,5-dihydro-1H-pyrazolo[3,4-d]pyrimidin-3-carbonitril CC1=NN=C(O1)[C@H]1[C@@H](CC1)C=1NC(C2=C(N1)N(N=C2C#N)[C@H](C)C=2C=NC(=CC2)C(F)(F)F)=O